O=C1NC(CCC1C1=C2C(NC(C2=CC(=C1F)N1CCNCC1)=O)=O)=O (2,6-dioxopiperidin-3-yl)-5-fluoro-6-(piperazin-1-yl)isoindole-1,3-dione